1-((benzyloxy)methyl)-N-(p-tolyl)bicyclo[1.1.1]pentan-2-amine C(C1=CC=CC=C1)OCC12C(C(C1)C2)NC2=CC=C(C=C2)C